OCC1OCCN(C1)C1=CC=C2CN(C(C2=C1)=O)C1C(NC(CC1)=O)=O 3-(6-(2-(hydroxymethyl)morpholino)-1-oxoisoindolin-2-yl)piperidine-2,6-dione